6-(4-((2R,6R)-4-acryloyl-6-((methylamino)methyl)morpholin-2-yl)-6-chloropyridin-2-yl)-N-methylpyrimidine-4-carboxamide C(C=C)(=O)N1C[C@H](O[C@@H](C1)CNC)C1=CC(=NC(=C1)Cl)C1=CC(=NC=N1)C(=O)NC